C1(=CC=CC=C1)C=1NC(OC1)=O 4-Phenyl-2(3H)-oxazolone